4-(4-((4-(benzo[d]isoxazol-3-yl)piperazin-1-yl)methyl)-2-fluorobenzylamino)-2-(2,6-dioxopiperidin-3-yl)isoindoline-1,3-dione O1N=C(C2=C1C=CC=C2)N2CCN(CC2)CC2=CC(=C(CNC1=C3C(N(C(C3=CC=C1)=O)C1C(NC(CC1)=O)=O)=O)C=C2)F